(S)-2-(4-((4'-(1,1,1,3,3,3-hexafluoro-2-hydroxypropan-2-yl)-2-methyl-[1,1'-biphenyl]-4-yl)methyl)-1-(pyridin-4-ylmethyl)piperazin-2-yl)-N-isopropylacetamide FC(C(C(F)(F)F)(O)C1=CC=C(C=C1)C1=C(C=C(C=C1)CN1C[C@@H](N(CC1)CC1=CC=NC=C1)CC(=O)NC(C)C)C)(F)F